(±)-isopropyl (1S,3R,5S,6S)-5-hydroxybicyclo[4.1.0]heptane-3-carboxylate O[C@H]1C[C@@H](C[C@@H]2C[C@H]12)C(=O)OC(C)C |r|